Ethyl 4-((2-methoxypyridin-4-yl) amino)-7-fluoro-1H-indole-2-carboxylate COC1=NC=CC(=C1)NC1=C2C=C(NC2=C(C=C1)F)C(=O)OCC